Cl.NCCNC(C1=CC=C(C=C1)\N=N\C1=CC=C(C=C1)OCCCN=[N+]=[N-])=O (E)-N-(2-aminoethyl)-4-{2-[4-(3-azidopropoxy)phenyl]diazenyl}benzamide hydrochloride